N-(6-chloro-2-methoxypyridin-3-yl)-6-(difluoromethyl)-1H-pyrrolo[2,3-b]pyridine-3-sulfonamide ClC1=CC=C(C(=N1)OC)NS(=O)(=O)C1=CNC2=NC(=CC=C21)C(F)F